2,2,2-tri((5-methyl-1,3,4-thiadiazole-2-yl)thio)ethanol CC1=NN=C(S1)SC(CO)(SC=1SC(=NN1)C)SC=1SC(=NN1)C